N-(2-bromo-4-(2-methoxyethoxy)phenyl)-7-(difluoromethyl)quinolin-4-amine BrC1=C(C=CC(=C1)OCCOC)NC1=CC=NC2=CC(=CC=C12)C(F)F